ClC=1C=C(C(=O)NC2=CC(=CC=C2)[C@H](C)NC=2C=NC=3C(N2)=NN(C3)CC)C=CC1CN1C[C@@H](CC1)F 3-chloro-N-(3-((S)-1-((2-ethyl-2H-pyrazolo[3,4-b]pyrazin-6-yl)amino)ethyl)phenyl)-4-(((R)-3-fluoropyrrolidin-1-yl)methyl)benzamide